FC1=C(C=C(C=C1)N1CC=C(C2=C1N=CN=C2)C)CN2CCN(CC2)C 8-(4-fluoro-3-((4-methylpiperazin-1-yl)methyl)phenyl)-5-methylpyrido[2,3-d]pyrimidine